ethyl m-trifluoromethylbenzoate FC(C=1C=C(C(=O)OCC)C=CC1)(F)F